C(C)(C)(C)OC(=O)N1C[C@@H](N(C[C@H]1C)C=1C2=C(N=CN1)N(C=C2C=O)C2(CCCCC2)C(=O)O)C (4-((2S,5R)-4-(tert-Butoxycarbonyl)-2,5-dimethylpiperazin-1-yl)-5-formyl-7H-pyrrolo[2,3-d]pyrimidin-7-yl)cyclohexane-1-carboxylic acid